(6-(piperazin-1-yl)pyridin-3-yl)boronic acid N1(CCNCC1)C1=CC=C(C=N1)B(O)O